racemic-2-(2-pyridyldisulfanyl)cycloheptan-1-ol N1=C(C=CC=C1)SSC1C(CCCCC1)O